3-(4-((2-cyclopropylethyl)((1s,4s)-4-(3,3-difluoropyrrolidin-1-yl)cyclohexyl)amino)-1-oxoisoindolin-2-yl)piperidine-2,6-dione C1(CC1)CCN(C1=C2CN(C(C2=CC=C1)=O)C1C(NC(CC1)=O)=O)C1CCC(CC1)N1CC(CC1)(F)F